7-ethynyl-2H-benzo[b][1,4]oxazin-3(4H)-one C(#C)C=1C=CC2=C(OCC(N2)=O)C1